N,N'-di(naphth-2-yl)-p-phenylenediamine C1=C(C=CC2=CC=CC=C12)NC1=CC=C(C=C1)NC1=CC2=CC=CC=C2C=C1